FC=1C=C(C=CC1OC=1C=C2C=NN(C2=CC1C=1C=NNC1)CC)NC(=O)C=1C(N(C(=CC1)C)C1=CC=C(C=C1)F)=O N-(3-fluoro-4-(1-ethyl-6-(1H-pyrazol-4-yl)-1H-indazol-5-yloxy)phenyl)-1-(4-fluorophenyl)-6-methyl-2-oxo-1,2-dihydropyridine-3-carboxamide